N-vinylisobutylamide C(=C)[N-]CC(C)C